C(C1=CC=CC=C1)(=O)C1=CC2=C(NC(=N2)NC(CC2=CC=C(OC3=C(C(=O)N)C=CC=N3)C=C2)=O)C=C1 2-(4-(2-((5-benzoyl-1H-benzo[d]imidazol-2-yl)amino)-2-oxoethyl)phenoxy)nicotinamide